CC=1N=CC2=C(N1)SC(=C2)C(=O)O 2-methylthieno[2,3-d]Pyrimidine-6-carboxylic acid